methyl (R)-1-(3-amino-3-(4-(5-fluoro-6-hydroxypyridin-3-yl)phenyl)propyl)piperidine-4-carboxylate N[C@H](CCN1CCC(CC1)C(=O)OC)C1=CC=C(C=C1)C=1C=NC(=C(C1)F)O